O=C1NC(CCC1C1=CC=C(C=N1)C#CC1CCN(CC1)C1CCN(CC1)C(=O)OC(C)(C)C)=O tert-butyl 4-((6-(2,6-dioxopiperidin-3-yl)pyridin-3-yl)ethynyl)-[1,4'-bipiperidine]-1'-carboxylate